C(C)(C)(CC)N=C=NC(C)(C)CC di-t-amyl-carbodiimide